ClCC=1N=C(SC1)NCC1=C(C=C(C=C1)OC)OC 4-(chloromethyl)-N-(2,4-dimethoxybenzyl)-1,3-thiazol-2-amine